C12(C(CCCC1)O2)CC2C(CC(=O)OC2)C 4-epoxycyclohexylmethyl-β-methyl-δ-valerolactone